(6aR,8R,9R,9aR)-8-(4-benzamidopyrrolo[2,1-f][1,2,4]triazin-7-yl)-8-cyano-2,2,4,4-tetraisopropyltetrahydro-6H-furo[3,2-f][1,3,5,2,4]trioxadisilocin-9-yl 2-methoxy-2-methylpropanoate COC(C(=O)O[C@H]1[C@](O[C@H]2[C@H]1O[Si](O[Si](OC2)(C(C)C)C(C)C)(C(C)C)C(C)C)(C#N)C2=CC=C1C(=NC=NN12)NC(C1=CC=CC=C1)=O)(C)C